ClC1=CC=C(C(=N1)C(=O)OC)N[C@H](C)C=1C=C(C=C2C(C(=C(OC12)C=1C=CC=2C(N1)=CN(N2)C)C)=O)C Methyl 6-chloro-3-[[(1R)-1-[3,6-dimethyl-2-(2-methylpyrazolo-[4,3-b]pyridin-5-yl)-4-oxo-chromen-8-yl]-ethyl]amino]pyridine-2-carboxylate